BrC1=C(SC2=C1C=1N=CC(=NC1C=C2)OC)C(=O)OC methyl 9-bromo-3-methoxythieno[3,2-f]quinoxaline-8-carboxylate